N[C@@H](CCC)C1=NN=CN1[C@H](C(=O)O)CC1=CC=CC=C1 (S)-2-(3-((S)-1-aminobutyl)-4H-1,2,4-triazol-4-yl)-3-phenylpropanoic acid